NC=1C2=C(N=CN1)N(C(=C2C=2C=NC(=CC2)NC)C2=CCC1(CCN(CC1)C(C=C)=O)CC2)C 1-(9-(4-amino-7-methyl-5-(6-(methylamino)pyridin-3-yl)-7H-pyrrolo[2,3-d]pyrimidin-6-yl)-3-azaspiro[5.5]undec-8-en-3-yl)prop-2-en-1-one